O=C1NC2=C(N1)C=CC=C2C=2C=C1C3=C(N=CN=C3C2)N2[C@H](CO1)CN(CC2)C(=O)OC(C)(C)C tert-butyl (8aS)-5-(2-oxo-2,3-dihydro-1H-benzimidazol-4-yl)-8a,9,11,12-tetrahydropyrazino[2',1':3,4][1,4]-oxazepino[5,6,7-de]quinazoline-10(8H)-carboxylate